ClC1=C(C=2N=C(N=C(C2C=N1)N1[C@@H]2[C@@H]([C@H](C[C@@H]1CC2)NC(OC(C)(C)C)=O)F)OC[C@]21CCCN1C[C@@H](C2)F)F |&1:16| tert-Butyl ((1S,2R,3S,SR)-8-(7-chloro-8-fluoro-2-(((2R,7aS)-2-fluorohexahydro-1H-pyrrolizin-7a-yl)methoxy)pyrido[4,3-d]pyrimidin-4-yl)-2-fluoro-8-azabicyclo[3.2.1]octan-3-yl)carbamate